1-methyl-6-[rac-(3aR,7aR)-1-methyl-3,4,5,6,7,7a-hexahydro-2H-indol-3a-yl]benzimidazole CN1C=NC2=C1C=C(C=C2)[C@]21CCN([C@@H]1CCCC2)C |r|